6-methyl-1,4-oxaazepan CC1CNCCOC1